OC1=CC=C(C=N1)C(CSC1=NN=NN1C1=C(C(=O)O)C=CC=C1)=O (5-((2-(6-hydroxypyridin-3-yl)-2-oxoethyl)thio)-1H-tetrazol-1-yl)benzoic acid